CC=1C=C(\C=N\NC2=C3N=CN(C3=NC(=N2)N2CCOCC2)CC(=O)C2=NC=CC=C2)C=CC1 (E)-2-(6-(2-(3-methylbenzylidene)hydrazinyl)-2-morpholino-9H-purin-9-yl)-1-(pyridin-2-yl)ethan-1-one